ethyl 2-((2S,4R)-4-(3-(3-bromo-2-methylphenoxy)propyl)-2-methylpiperidin-1-yl)acetate BrC=1C(=C(OCCC[C@H]2C[C@@H](N(CC2)CC(=O)OCC)C)C=CC1)C